3,5-bistrifluoromethylbenzyl (1R,5S,6R)-6-(((1H-benzo[1,2,3]triazol-5-yl) methyl) carbamoyl)-3-azabicyclo[3.1.1]heptane-3-carboxylate N1N=NC2=C1C=CC(=C2)CNC(=O)C2[C@H]1CN(C[C@@H]2C1)C(=O)OCC1=CC(=CC(=C1)C(F)(F)F)C(F)(F)F